4-chloro-6-(2-fluoro-4-nitrophenoxy)pyrimidine ClC1=NC=NC(=C1)OC1=C(C=C(C=C1)[N+](=O)[O-])F